C(#N)C=1N=C2N(C(=NC=C2C2=NNC=C2)N(C(OC(C)(C)C)=O)CC2=C(C=CC3=C2CCO3)F)C1 tert-butyl (2-cyano-8-(1H-pyrazol-3-yl)imidazo[1,2-c]pyrimidin-5-yl)((5-fluoro-2,3-dihydrobenzofuran-4-yl)methyl)carbamate